tert-butyl rac-(2R,5S)-2-[methoxy(methyl) carbamoyl]-5-methyl-piperidine-1-carboxylate CON(C(=O)[C@@H]1N(C[C@H](CC1)C)C(=O)OC(C)(C)C)C |r|